CC(CNC(=O)C1CCN(CC1)C1CCN(CCC1)C(=O)OC(C)(C)C)C tert-Butyl 4-(4-((2-methylpropyl)carbamoyl)piperidin-1-yl)azepane-1-carboxylate